C(C1=CC=CC=C1)(C1=CC=CC=C1)NC(=O)[C@H]1N([C@H](CC1)C=1OC(=CC1)C)C([C@@H](NC([C@H](C)NC)=O)C1CCCCC1)=O (2S,5R)-N-benzhydryl-1-((S)-2-cyclohexyl-2-((S)-2-(methylamino)propanamido)acetyl)-5-(5-methylfuran-2-yl)pyrrolidine-2-carboxamide